N,N-dimethyl-3-(pyrimidin-2-yl)-5-({6-[(2R,3R,4R,5S)-3,4,5-trihydroxy-2-(hydroxymethyl)piperidin-1-yl]hexyl}amino)benzamide CN(C(C1=CC(=CC(=C1)NCCCCCCN1[C@@H]([C@H]([C@@H]([C@H](C1)O)O)O)CO)C1=NC=CC=N1)=O)C